cis-tert-butyl acetate C(C)(=O)OC(C)(C)C